N-[2-(2-ethyl-7,8-dihydro-6H-indeno[5,4-d][1,3]oxazol-8-yl)ethyl]acetamide C(C)C=1OC2=C(N1)C=CC=1CCC(C12)CCNC(C)=O